1-{[tert-butyl(dimethyl)silyl]oxy}-3-(dibenzylamino)propan-2-ol [Si](C)(C)(C(C)(C)C)OCC(CN(CC1=CC=CC=C1)CC1=CC=CC=C1)O